CC(C)(C)NCC1OCCC1 2-methyl-N-(tetrahydrofuran-2-ylmethyl)propan-2-amine